sodium 3-methyl-4-aminobenzenesulfonate CC=1C=C(C=CC1N)S(=O)(=O)[O-].[Na+]